ClC1=CC=2C(C=3C(=C(SC3C3=CC=CC=C3)C3=CC=CC=C3)C2C=C1)(C)C 6-Chloro-8,8-dimethyl-1,3-diphenyl-8H-indeno[1,2-c]thiophen